(2R,3R,4S,5R,6R)-6-((3-(2-aminopropan-2-yl)isoxazol-5-yl)methyl)-2-(hydroxymethyl)-5-methoxy-4-(4-(3,4,5-trifluorophenyl)-1H-1,2,3-triazol-1-yl)tetrahydro-2H-pyran-3-ol NC(C)(C)C1=NOC(=C1)C[C@@H]1[C@@H]([C@H]([C@H]([C@H](O1)CO)O)N1N=NC(=C1)C1=CC(=C(C(=C1)F)F)F)OC